3-[2-(2-naphthylmethyl)-5-oxo-2-pyrrolidinyl]-N-[1-(1-phenyl-1H-pyrazol-4-yl)ethyl]propenamide C1=C(C=CC2=CC=CC=C12)CC1(NC(CC1)=O)C=CC(=O)NC(C)C=1C=NN(C1)C1=CC=CC=C1